2-(2'-chloro-2,3,5,6-tetrahydrospiro[pyran-4,5'-pyrrolo[3,4-b]pyridin]-6'(7'H)-yl)ethan-1-ol ClC1=CC=C2C(=N1)CN(C21CCOCC1)CCO